N-(4-(3-methyl-1-(2-(methylthio)benzoyl)-1,2,3,6-tetrahydropyridin-4-yl)-1H-pyrrolo[2,3-b]pyridin-6-yl)cyclopropylcarboxamide CC1CN(CC=C1C1=C2C(=NC(=C1)NC(=O)C1CC1)NC=C2)C(C2=C(C=CC=C2)SC)=O